{4-[(5-Chloro-thiophen-2-ylmethyl)-amino]-2-furan-2-yl-phenyl}-carbamic acid propyl ester C(CC)OC(NC1=C(C=C(C=C1)NCC=1SC(=CC1)Cl)C=1OC=CC1)=O